(1r,4r)-4-(3-Chloroanilino)-2'-[(1E)-prop-1-en-1-yl]spiro[cyclohexane-1,1'-indene]-4-carboxylic acid ClC=1C=C(NC2(CCC3(C(=CC4=CC=CC=C34)\C=C\C)CC2)C(=O)O)C=CC1